C(CCCC(CC(=O)O)C(=O)O)(C(=O)O)C(=O)O 1,1,5,6-hexanetetracarboxylic acid